C(CCCCCCCCCCC)C1=CC=C(C=C1)[I+]C1=CC=C(C=C1)CCCCCCCCCCCC bis(4-dodecylphenyl)iodonium